(S)-2-(methyl((1S,3S)-3-(4-(5,6,7,8-tetrahydro-1,8-naphthyridin-2-yl)butoxy)cyclopentyl)amino)-2-((1R,4S)-4-methyl-5',6'-dihydro-2'H,4'H-spiro[isochromane-1,3'-pyran]-5-yl)acetic acid CN([C@H](C(=O)O)C1=C2[C@@H](CO[C@@]3(COCCC3)C2=CC=C1)C)[C@@H]1C[C@H](CC1)OCCCCC1=NC=2NCCCC2C=C1